[I-].C(=O)(O)CC[N+]1=C(C(C2=CC=CC=C12)(C)C)C 1-(2-carboxyethyl)-2,3,3-trimethyl-3H-indol-1-ium iodide